OC1=C(CO)C(=C(C(=C1O)O)C)CO 2,3,4-trihydroxy-6-(hydroxymethyl)-5-methylbenzylalcohol